FC1=C(C(=C2C=CNC2=C1F)S(=O)(=O)C)OC1=C(C=C(C(=C1)C=1NC=C(N1)C1(CCOC2=CC=CC=C12)C)F)CC1CN2CCC1CC2 6,7-Difluoro-5-[4-fluoro-5-[4-(4-methylchroman-4-yl)-1H-imidazol-2-yl]-2-(quinuclidin-3-ylmethyl)phenoxy]-4-methylsulfonyl-1H-indole